ClC1=C(C=CC(=C1)CN(C)C)N1C=NC(=C1)C1=NC(=NC=C1C(F)(F)F)N[C@@H]1[C@@H](CN(CC1)S(=O)(=O)C1CC1)C 4-(1-(2-Chloro-4-((dimethylamino)methyl)phenyl)-1H-imidazol-4-yl)-N-((3R,4S)-1-(cyclopropylsulfonyl)-3-methylpiperidin-4-yl)-5-(trifluoromethyl)pyrimidin-2-amine